(3-bromo-5-thiazolyl)-isothiazole-5-yl-pyrimidine-4-carboxylic acid BrN1CSC(=C1)C=1C(=NC(=NC1)C1=CC=NS1)C(=O)O